6,7-Dichloro-1-tetrahydropyran-2-yl-3-(1-tetrahydropyran-2-ylpyrazol-4-yl)indazol-4-ol ClC=1C=C(C=2C(=NN(C2C1Cl)C1OCCCC1)C=1C=NN(C1)C1OCCCC1)O